C/C(/C[N+]1=C2N(C(C(=C1O)C1=CC=CC=C1)=O)C=CC=C2)=C\C2=CC=CC=C2 (E)-1-(2-methyl-3-phenylallyl)-4-oxo-3-phenyl-4H-pyrido[1,2-a]pyrimidin-1-ium-2-ol